CC(CO)CCCCCO 2-methyl-1,7-heptanediol